[Sn].[Cr].[Cu] copper-chromium-tin